C(C)N1C2=CC=C(C=C2C=2C=CC(=CC12)C1=CC(=CS1)C#CC(=O)NCCOCCNC(C#C)=O)CNC N-(2-(2-(3-(5-(9-ethyl-6-((methylamino)methyl)-9H-carbazol-2-yl)thiophen-3-yl)propiolamido)ethoxy)ethyl)propiolamide